FC(C(=O)O)(F)F.C1(CC1)C1=CC=2N(C=C1NC(=O)N1CCC=3C1=NC=CC3N3CCNCC3)C=C(N2)C N-(7-cyclopropyl-2-methylimidazo[1,2-a]pyridin-6-yl)-4-(piperazin-1-yl)-2,3-dihydro-1H-pyrrolo[2,3-b]pyridine-1-carboxamide 2,2,2-trifluoroacetate